1-(2-methylpropyl)-3-(4,4,5,5-tetramethyl-1,3,2-dioxaborolan-2-yl)pyrazole CC(CN1N=C(C=C1)B1OC(C(O1)(C)C)(C)C)C